2-(((2,3-Bis(palmitoyloxy)propoxy)(2-cyanoethoxy)phosphanyl)oxy)-N,N,N-triethylethan-1-aminium chloride [Cl-].C(CCCCCCCCCCCCCCC)(=O)OC(COP(OCC[N+](CC)(CC)CC)OCCC#N)COC(CCCCCCCCCCCCCCC)=O